N1C=CC2=CC(=CC=C12)NC(=O)C1=CC(=CC=2NC(=NC21)COC)NC(=O)C2=C(C=CC=C2)C(F)(F)F N-(1H-indol-5-yl)-2-(methoxymethyl)-6-({[2-(trifluoromethyl)phenyl]carbonyl}amino)-1H-benzoimidazole-4-carboxamide